6-[5-[1-[(5-bromo-1,2-benzoxazol-3-yl)amino]ethyl]-1,2,4-triazol-1-yl]pyridine-3-carbonitrile BrC=1C=CC2=C(C(=NO2)NC(C)C2=NC=NN2C2=CC=C(C=N2)C#N)C1